C(C)(=O)N1\C(\C(C2=CC=CC=C12)=O)=C/C1=NC2=CC=C(C=C2C(=C1)C1=CC(=CC=C1)C=1C=NN(C1)C(C1=CC=CC=C1)(C1=CC=CC=C1)C1=CC=CC=C1)C(=O)N1CCOCC1 (Z)-1-acetyl-2-((6-(morpholine-4-carbonyl)-4-(3-(1-trityl-1H-pyrazol-4-yl)phenyl)quinolin-2-yl)methylene)indolin-3-one